COC=1C(=C(C=CC1)[C@H]1NCC[C@H]1C(=O)OC)C methyl (2S,3R)-2-(3-methoxy-2-methyl-phenyl)pyrrolidine-3-carboxylate